C(=CC)N1CC(CCC1)NC1NC(C=2C(=NC=C(C21)F)NC2=CC=C(C=C2)OCCOC)=O (1-propenylpiperidin-3-ylamino)-7-fluoro-4-(4-(2-methoxyethoxy)phenylamino)-1H-pyrrolo[3,4-c]pyridin-3(2H)-one